N-(4-((2-aminopyridin-4-yl)oxy)-3-fluorophenyl)-5-(4-fluorophenyl)-6-oxo-2,3,5,6-tetrahydrofuro[3,2-c]pyridine-7-carboxamide NC1=NC=CC(=C1)OC1=C(C=C(C=C1)NC(=O)C1=C2C(=CN(C1=O)C1=CC=C(C=C1)F)CCO2)F